S(=O)(=O)(O)O.FC(CC(F)(F)F)(F)F 2,2,2-Trifluoroethyltrifluoromethane sulfate